COC(CCN(CCC(=O)OC)O)=O 3-[hydroxy-(2-methoxycarbonyl-ethyl)-amino]-propionic acid methyl ester